1-{(6S,8aR)-2-[3-fluoro-5-(2-methoxyethoxy)pyridin-2-yl]octahydropyrrolo[1,2-a]pyrazin-6-yl}-N-methylmethanamine FC=1C(=NC=C(C1)OCCOC)N1C[C@@H]2N(CC1)[C@@H](CC2)CNC